N1(CCC1)C(=O)C=1C=C2C(C=C(OC2=C(C1)CN1CCC2=C(C=C(C=C12)F)F)N1CCOCC1)=O 6-(azetidine-1-carbonyl)-8-((4,6-difluoroindolin-1-yl)methyl)-2-morpholino-4H-chromen-4-one